(1-(3-(propylsulfonamido)phenyl)-1H-1,2,3-triazole-4-yl)isonicotinic acid C(CC)S(=O)(=O)NC=1C=C(C=CC1)N1N=NC(=C1)C1=C(C(=O)O)C=CN=C1